(1R,2R,4S,6S)-2-(hydroxymethyl)-6-(2-hydroxypropan-2-yl)-2-(methoxymethyl)quinuclidin-3-one OC[C@@]1(N2[C@@H](C[C@@H](C1=O)CC2)C(C)(C)O)COC